C(C1=CC=CC=C1)N1N=C(N=C1)C(=O)NC1=C(C(=C(C=C1)O)Cl)F 1-benzyl-N-(3-chloro-2-fluoro-4-hydroxy-phenyl)-1H-1,2,4-triazole-3-carboxamide